4-(2-tolyl)-1-methyl-pyrrole-3-nitrile C1(=C(C=CC=C1)C=1C(=CN(C1)C)C#N)C